NC1C(N(CC1)C(=O)OC(C)(C)C)CC=1C(=C(C=CC1)C1=CC=CC=C1)OCC1=CC=CC=C1 tert-Butyl 3-amino-2-((2-(benzyloxy)-[1,1'-biphenyl]-3-yl)methyl)pyrrolidine-1-carboxylate